C(=O)O.CC1(N(CC1)CC1=C(CNC2=CC(=C(C(=C2)F)S(=O)(=O)NC=2N=CSC2)F)C=CC=C1F)C 4-((2-((2,2-dimethylazetidin-1-yl)methyl)-3-fluorobenzyl)amino)-2,6-difluoro-N-(thiazol-4-yl)benzenesulfonamide formate